OC1(CCN(CC1)C(C[C@@H](C)C1=CC=CC=C1)=O)CN1C=NC(=CC1=O)N1CC2(C1)N(CCC2)C (R)-3-((4-hydroxy-1-(3-phenylbutanoyl)piperidin-4-yl)methyl)-6-(5-methyl-2,5-diazaspiro[3.4]octan-2-yl)pyrimidin-4(3H)-one